OC=1OC2=C(N1)C=C(C=C2)C2=CC(SS2)=S 5-(2-hydroxybenzo[d]oxazol-5-yl)-3H-1,2-dithiole-3-thione